FC=1C=CC(=NC1C)N1C2=C(SCC1)C=CC(=C2)C(=O)OC Methyl 4-(5-fluoro-6-methylpyridin-2-yl)-3,4-dihydro-2H-benzo[b][1,4]thiazine-6-carboxylate